methyl 4-isopropyl-3,5-dimethoxybenzoate C(C)(C)C1=C(C=C(C(=O)OC)C=C1OC)OC